di(n-butoxy)titanium C(CCC)O[Ti]OCCCC